tert-butyl 4-[[4-[2-(2,6-dioxo-3-piperidyl)-1,3-dioxo-isoindolin-4-yl]oxyphenyl]methyl]piperazine-1-carboxylate O=C1NC(CCC1N1C(C2=CC=CC(=C2C1=O)OC1=CC=C(C=C1)CN1CCN(CC1)C(=O)OC(C)(C)C)=O)=O